n-octadecyl-α-heptadecyl-nitrone C(CCCCCCCCCCCCCCCCC)C(=[NH+][O-])CCCCCCCCCCCCCCCCC